4-chloro-2-cyclobutyl-3-fluoropyridine ClC1=C(C(=NC=C1)C1CCC1)F